CC(CC1=CC=C(C(=O)C2(CN(C2)C(=O)O)C)C=C1)(C)C 3-[4-(2,2-Dimethyl-propyl)-benzoyl]-3-methyl-azetidine-1-carboxylic acid